2-(4-isobutoxy-3-isopropyl-6-oxopyridazin-1(6H)-yl)acetic acid C(C(C)C)OC=1C(=NN(C(C1)=O)CC(=O)O)C(C)C